(2R,5S)-N-(1-Acetylpiperidin-4-yl)-3-(4-cyano-3-(trifluoromethyl)phenyl)-2-(trifluoromethyl)oxazolidin-5-carboxamid C(C)(=O)N1CCC(CC1)NC(=O)[C@@H]1CN([C@H](O1)C(F)(F)F)C1=CC(=C(C=C1)C#N)C(F)(F)F